N-(3-Fluoro-5-(trifluoromethyl)phenyl)-1-(imidazo[1,2-a]pyridin-3-ylmethyl)indolin-6-carboxamid FC=1C=C(C=C(C1)C(F)(F)F)NC(=O)C1=CC=C2CCN(C2=C1)CC1=CN=C2N1C=CC=C2